C(C=C)OC([C@H](C[C@H](CC1=CC=CC=C1)NC(=O)C=1N=C(SC1)[C@@H](C[C@H](C(C)C)N(C([C@H]([C@H](CC)C)NC(=O)[C@@H]1N(CCCC1)C)=O)C)OC)C)=O (2S,4R)-allyl-4-(2-((1R,3R)-3-((2S,3S)-N,3-dimethyl-2-((R)-1-methylpiperidine-2-carboxamido)pentanamido)-1-methoxy-4-methylpentyl)thiazole-4-carboxamido)-2-methyl-5-phenylpentanoate